azidocyclopropane-1-ol N(=[N+]=[N-])C1(CC1)O